[Cl-].ClC=CC[N+]12CN3CN(CN(C1)C3)C2 1-(3-chloroallyl)-3,5,7-Triaza-1-azoniaadamantane chloride